2,9-diazaspiro[5.5]undecan-9-carboxylate C1NCCCC12CCN(CC2)C(=O)[O-]